(S)-tert-butyl (1-oxo-1-((4-phenylthiazol-2-yl)amino)propan-2-yl)carbamate O=C([C@H](C)NC(OC(C)(C)C)=O)NC=1SC=C(N1)C1=CC=CC=C1